ACETYL-LEUCIN C(C)(=O)N[C@@H](CC(C)C)C(=O)O